Methyl (1S,4R)-4-[[[(5S)-3-(3,5-difluorophenyl)-5-vinyl-4H-1,2-oxazol-5-yl]carbonyl] amino]-cyclopent-2-en-1-carboxylat FC=1C=C(C=C(C1)F)C1=NO[C@@](C1)(C=C)C(=O)N[C@H]1C=C[C@H](C1)C(=O)OC